C(C)(C)(C)[Si](OC(CC=O)C1=C(C=CC=C1)F)(C)C 3-[tert-butyl-(dimethyl)silyl]oxy-3-(2-fluorophenyl)propanal